C(C)(C)C1=C(C(=CC=C1)C(C)C)N1C(=O)C=2C=C(C=3C=4C=CC=C5C(=CC=C(C6=C(C=C(C2C63)C1=O)Br)C54)Br)Br N-(2,6-diisopropylphenyl)-1,6,9-tribromoperylene-3,4-dicarboximide